(1-cyclopropyl-1H-pyrazol-4-yl)-1-methylpiperidine-3-amine C1(CC1)N1N=CC(=C1)C1N(CCCC1N)C